C[SiH](OC)OC Methyldimethoxysilan